N(=[N+]=[N-])CCOCCOC1(NC=CC=C1)F 2-(2-(2-azidoethoxy)ethoxy)-2-fluoropyridine